[Ru](=O)=O.[Ag] silver-ruthenium dioxide